Cl.Cl.N1=C(C=CC=C1)CON O-(pyridin-2-ylmethyl)hydroxylamine dihydrochloride